ClC1=NC=C(C(=N1)N1CCN(CC1)C(=O)C1=C(OC=2N=CN=C(C21)NC2(CC2)C)C)F 5-[4-(2-chloro-5-fluoropyrimidin-4-yl)piperazine-1-carbonyl]-6-methyl-N-(1-methylcyclopropyl)furo[2,3-d]pyrimidin-4-amine